BrC1=NN2C(NC(=C(C2=O)N2CCC3NCCCC32)CC)=N1 2-bromo-5-ethyl-6-{octahydropyrrolo[3,2-b]pyridin-1-yl}-4H-[1,2,4]triazolo[1,5-a]pyrimidin-7-one